FC1=CC(=CC=2CCOC21)C=2C(=NC(=CN2)COC)N2CCC(CC2)C(=O)O 1-(3-(7-fluoro-2,3-dihydrobenzofuran-5-yl)-6-(methoxymethyl)pyrazin-2-yl)piperidine-4-carboxylic acid